FC1=CC=C(C=C1)C1CC(=NN1C(CN1C(N(C2=C(C1=O)C(=CC=N2)OC)CC)=O)=O)C=2SC=CC2 3-[2-[5-(4-Fluorophenyl)-4,5-dihydro-3-(2-thienyl)-1H-pyrazol-1-yl]-2-oxoethyl]-5-methoxy-1-ethylpyrido[2,3-d]pyrimidine-2,4(1H,3H)-dione